3-Hexenyl butyrate C(CCC)(=O)OCCC=CCC